IC1=C(N)C(=CC(=C1)I)C 2,4-diiodo-6-methylaniline